C(C)(C)(C)OC(=O)N1CC=2N=C(N=C(C2CC1)N1CCN(CC1)C(=O)OCC1=CC=CC=C1)SC 4-(4-((benzyloxy)carbonyl)piperazin-1-yl)-2-(methylsulfanyl)-5,8-dihydropyrido[3,4-d]pyrimidine-7(6H)-carboxylic acid tert-butyl ester